N1=C(C=CC=C1)C(C)=O 1-(pyridine-2-yl)ethan-1-one